FC(=C)N1C(OCC1)=O 3-(1-fluorovinyl)oxazolidin-2-one